NCC=1SC=2C(N1)=C(C=CC2N2C[C@@H](N[C@H](C2)C)C)C(=O)NC2=CC1=CN(N=C1C(=C2)F)C 2-(aminomethyl)-7-[(3S,5S)-3,5-dimethylpiperazin-1-yl]-N-(7-fluoro-2-methyl-indazol-5-yl)-1,3-benzothiazole-4-carboxamide